Cl.C1(CC1)C1=CC=C(C=C1)NC(=O)[C@@H]1NC[C@H](C1)F (2R,4S)-N-(4-cyclopropylphenyl)-4-fluoro-pyrrolidine-2-carboxamide hydrochloride